3-(6-Chloro-4,8-bis-methylamino-pyrimido[5,4-d]pyrimidin-2-ylamino)-propane-1,2-diol ClC=1N=C(C=2N=C(N=C(C2N1)NC)NCC(CO)O)NC